C(C)(C)ON=C(C)C1=CN(C(N(C1=O)CC(C)NC(C(C)C)=O)=O)CC(C1=C(C=CC=C1)OC(F)(F)F)=O N-(1-(5-(1-(isopropoxyimino)ethyl)-2,6-dioxo-3-(2-oxo-2-(2-(trifluoromethoxy)phenyl)ethyl)-3,6-dihydropyrimidin-1(2H)-yl)propan-2-yl)isobutyramide